N[C@@H]1[C@@H](CN(CC1)C(=O)OC(C)(C)C)F cis-tert-butyl 4-amino-3-fluoro-piperidine-1-carboxylate